((1R,3s,5S)-8-(pyridin-3-ylmethyl)-8-azabicyclo[3.2.1]oct-3-yl)-1H-indole-6-carboxamide N1=CC(=CC=C1)CN1[C@H]2CC(C[C@@H]1CC2)N2C=CC1=CC=C(C=C21)C(=O)N